4-((2-Methoxy-4-methylpyridin-3-yl)amino)-N-(4-(4-methylpiperazin-1-yl)phenyl)-2-oxo-1,2-dihydropyridine-3-carboxamide COC1=NC=CC(=C1NC1=C(C(NC=C1)=O)C(=O)NC1=CC=C(C=C1)N1CCN(CC1)C)C